(S)-2-amino-N-((S)-1-amino-3-hydroxy-1-oxopropan-2-yl)-3-((tert-butyldiphenylsilyl)oxy)propanoamide hydrochloride Cl.N[C@H](C(=O)N[C@H](C(=O)N)CO)CO[Si](C1=CC=CC=C1)(C1=CC=CC=C1)C(C)(C)C